C(C1=CC=CC=C1)OC1=C(C=CC=C1)C1=CC2=C(N=N1)NC1=C2C(NCC1)C 3-(2-(benzyloxy)phenyl)-5-methyl-6,7,8,9-tetrahydro-5H-pyrido[3',4':4,5]pyrrolo[2,3-c]pyridazine